3-hydroxy-3-methyl-1-p-toluenesulfonyl-pyrroline OC1(CN(CC1)S(=O)(=O)C1=CC=C(C)C=C1)C